ClC=1C(=C(C(=C(C1)C(C)=O)O)I)F 1-(5-chloro-4-fluoro-2-hydroxy-3-iodophenyl)ethan-1-one